C(C)(C)(C)OC(=O)N1C2CN(CC1CC2)C2=C(C=C(C=C2)[N+](=O)[O-])F 3-(2-fluoro-4-nitrophenyl)-3,8-diazabicyclo[3.2.1]octane-8-carboxylic acid tert-butyl ester